3-[N-(2-aminoethyl)amino]propyl-methyl-dimethoxysilane NCCNCCC[Si](OC)(OC)C